NC1=C(SC=C1Br)C(C)=O 1-(3-amino-4-bromothiophen-2-yl)ethanone